C(CC)OC(CNC(=O)C1=NC(=NC(=C1Cl)N)C1=C(C(=C(C=C1)Cl)OC)F)=O (6-amino-5-chloro-2-(4-chloro-2-fluoro-3-methoxyphenyl)pyrimidine-4-carbonyl)glycine propyl ester